alpha-methylbutyrylcarnitine CC(C(=O)C(O)(C[N+](C)(C)C)CC([O-])=O)CC